C(C)(C)(C)OC(=O)N1CC2(C1)CCC(CC2)C#CC2=C(N=NC(=C2)Cl)N 7-((3-Amino-6-chloropyridazin-4-yl)ethynyl)-2-azaspiro[3.5]nonane-2-carboxylic acid tert-butyl ester